4,4'-Methylene-bis(2-methylcyclohexylammonium) C(C1CC(C(CC1)[NH3+])C)C1CC(C(CC1)[NH3+])C